1-methyl-1'-(1-hydroxyethyl)-ferrocene C[C-]1C=CC=C1.OC(C)[C-]1C=CC=C1.[Fe+2]